NC=1C=C2C(=NC=NC2=CC1C#C[C@@]12CN(C[C@H]2C1)C(=O)OC(C)(C)C)NC1=C(C(=CC=C1)Cl)F tert-butyl (1R,5S)-1-[2-[6-amino-4-(3-chloro-2-fluoro-anilino) quinazolin-7-yl]ethynyl]-3-azabicyclo[3.1.0]hexane-3-carboxylate